1-(1,3-benzodioxol-5-yl)-N-methoxypropan-2-amine O1COC2=C1C=CC(=C2)CC(C)NOC